COC([C@H](N(C)C)CC1=CC=CC=C1)=O N,N-dimethyl-D-phenylalanine methyl ester